N'-(4-(3-(benzyloxy)oxetan-3-yl)-2-chloro-5-methylphenyl)-N-ethyl-N-methylformimidamide C(C1=CC=CC=C1)OC1(COC1)C1=CC(=C(C=C1C)N=CN(C)CC)Cl